ethyl 5-(3-fluorophenyl)-2-oxocyclohexane-1-carboxylate FC=1C=C(C=CC1)C1CCC(C(C1)C(=O)OCC)=O